N12NCCCCC2=CCCC1 Diazabicyclo[5.4.0]undecane-7-ene